Cl.N[C@H](C(=O)OCC1=CC(=NC(=C1)Cl)Cl)CC1=CC=C(C=C1)C(N)=O (2,6-Dichloropyridin-4-yl)methyl (S)-2-amino-3-(4-carbamoylphenyl)propanoate hydrochloride